ClC1=C(C(=CC=C1Cl)[N+](=O)[O-])NC1=C(C(=CC=C1OC1=CC=CC=C1)[N+](=O)[O-])N N-(2,3-dichloro-6-nitrophenyl)-2-amino-3-nitro-6-phenoxyaniline